4-Aminopyrimidine-2-thiol NC1=NC(=NC=C1)S